(2S)-2-allylpyrrolidine (trifluoroacetate) FC(C(=O)O)(F)F.C(C=C)[C@H]1NCCC1